6-iodo-7-methoxyquinazolin-4(3H)-one IC=1C=C2C(NC=NC2=CC1OC)=O